ClC1=CC(=NC(=C1)Cl)N 4,6-dichloropyridin-2-amine